2,3-epoxypropoxy-N,N-bis(2,3-epoxypropyl)aniline tert-butyl-(S)-2-(2,2-dimethyl-4,6-dioxo-1,3-dioxane-5-carbonyl)pyrrolidine-1-carboxylate C(C)(C)(C)OC(=O)N1[C@@H](CCC1)C(=O)C1C(OC(OC1=O)(C)C)=O.C(CC)OC1=C2C(=C(N(CC3CO3)CC3CO3)C=C1)O2